FC1N(CCC1)C fluoro-1-methylpyrrolidin